(7S,8R)-2-((5-(2-hydroxy-prop-2-yl)-8-((1-(methylsulfonyl)azetidin-3-yl)oxy)-2,7-naphthyridin-3-yl)amino)-7,8-dimethyl-7,8-dihydro-5H-pyrano[4,3-b]pyridin-5-one OC(C)(C)C1=C2C=C(N=CC2=C(N=C1)OC1CN(C1)S(=O)(=O)C)NC1=CC=C2C(=N1)[C@H]([C@@H](OC2=O)C)C